C(CN(CC(=O)O)CC(=O)O)N(CC(=O)O)CC(=O)O N,N'-(Ethane-1,2-diyl)bis[N-(carboxymethyl)glycine]